6-[3-(2,2,6,6-tetramethylpiperidin-4-yl)-3H-[1,2,3]triazolo[4,5-c]pyridazin-6-yl]quinolin-7-ol CC1(NC(CC(C1)N1N=NC2=C1N=NC(=C2)C=2C=C1C=CC=NC1=CC2O)(C)C)C